N1=C(C=CC=C1)C(C#N)=C 2-(pyridin-2-yl)acrylonitrile